4-acryloyl-2-(2-methoxyphenyl)-3,4-dihydro-2-phenyl-benzo[f][1,4]Thiazepine-5(2H)-one C(C=C)(=O)N1CC(SC2=C(C1=O)C=CC=C2)(C2=CC=CC=C2)C2=C(C=CC=C2)OC